4-([1,1'-biphenyl]-4-yl)-2-phenyl-2H-benzo[e][1,3]oxazin-3(4H)-ol C1(=CC=C(C=C1)C1N(C(OC2=C1C=CC=C2)C2=CC=CC=C2)O)C2=CC=CC=C2